cyclopropyl-3-methoxypyrazin-2-amine C1(CC1)C=1N=C(C(=NC1)N)OC